N-((3,6-dimethyl-2-morpholino-4-oxo-3,4-dihydroquinazolin-8-yl)methylene)-2-methylpropane-2-sulfinamide CN1C(=NC2=C(C=C(C=C2C1=O)C)C=NS(=O)C(C)(C)C)N1CCOCC1